BrC=1C2=C(C=3C(=NC(=NC3C1F)SCC)N1C3CN(CC1CC3)C(=O)OC(C)(C)C)COC2 tert-butyl 8-(6-bromo-3-ethylsulfanyl-5-fluoro-7,9-dihydrofuro[3,4-f]quinazolin-1-yl)-3,8-diazabicyclo[3.2.1]octane-3-carboxylate